2-(2-Aminopyridin-4-yl)-6,6-dimethyl-3-(4-methylphenyl)-1,5,6,7-tetrahydro-4H-pyrrolo[3,2-c]-pyridin-4-one NC1=NC=CC(=C1)C1=C(C=2C(NC(CC2N1)(C)C)=O)C1=CC=C(C=C1)C